CC1=NN(C(=N1)C)C1=NC(=CC=C1)[Sn](CCCC)(CCCC)CCCC 2-(3,5-dimethyl-1H-1,2,4-triazol-1-yl)-6-(tributylstannyl)pyridine